NC1=C(C=C(C=N1)C1=NN2C(=C1)C1(CN(CC1)C(=O)N[C@H](CC)C1=CC=CC=C1)OCC2)OC(F)(F)F 2-[6-amino-5-(trifluoromethoxy)pyridin-3-yl]-N-[(1R)-1-phenylpropyl]-6,7-dihydrospiro[pyrazolo[5,1-c][1,4]oxazine-4,3'-pyrrolidine]-1'-carboxamide